O[C@@]1(C(N(CC1)C)=O)C1=NOC(=C1)C=1C=C(C=CC1)C1=CC=CC(=N1)C(=O)OC methyl (R)-6-(3-(3-(3-hydroxy-1-methyl-2-oxopyrrolidin-3-yl)isoxazol-5-yl)phenyl)picolinate